FC1=CC=C(CN2N=C(C=3CN(CC(C32)C)C(=O)C=3NC=CC3)C(=O)NC3=CC=C(C=C3)NC(CC)=O)C=C1 1-(4-Fluorobenzyl)-7-methyl-N-(4-propionamidophenyl)-5-(1H-pyrrole-2-carbonyl)-4,5,6,7-tetrahydro-1H-pyrazolo[4,3-c]Pyridine-3-carboxamide